S(=O)(=O)(OS(=O)(=O)O)OC1=CC=C(C=CC2=CC(O)=CC(O)=C2)C=C1 resveratrol 4'-disulfate